2-(2-phenylthiazol-4-yl)acetamide C1(=CC=CC=C1)C=1SC=C(N1)CC(=O)N